O[C@H]1[C@H]([C@@H](O[C@@H]1CO)N1C(NC(C=C1)=O)=O)OC 1-[(2R,3R,4R,5R)-4-hydroxy-5-(hydroxymethyl)-3-methoxyoxolan-2-yl]-1,2,3,4-tetrahydropyrimidine-2,4-dione